C(C1=C(C(=CC(=C1)C(CC(C)(C)C)(C)C)N1N=C2C(=N1)C=CC=C2)O)C2=C(C(=CC(=C2)C(CC(C)(C)C)(C)C)N2N=C1C(=N2)C=CC=C1)O 2,2'-methylenebis[4-(1,1,3,3-tetramethylbutyl)-6-(2H-benzotriazole-yl)phenol]